(2R,5S)-2-((benzyloxy)methyl)-5-(2-methoxyethoxy)tetrahydro-2H-pyran C(C1=CC=CC=C1)OC[C@@H]1OC[C@H](CC1)OCCOC